C1=CC(=CC=C1N=NC2=CC=C(C=C2)S(=O)(=O)[O-])O.[Na+] sodium 4-hydroxyazobenzene-4'-sulfonate hydrate